C(C)OC(CCCCCCCC(CCCC)C)OCC 1,1-diethoxy-9-methyltridecane